ClC1=CC(=C(C(=O)O)C=C1)NC1=C(C=C(C=C1)F)C 4-chloro-2-((4-fluoro-2-methyl-phenyl)amino)-benzoic acid